N1=CC(=CC=C1)[C@H]1[C@@H](C1)C(=O)OCC (trans)-ethyl 2-(pyridin-3-yl)cyclopropanecarboxylate